ClC1=C(C=CC=C1Cl)C=1C(=CN=C2C(=C(C=NC12)C(=O)N[C@H]1CCOC2=C1C=CC=C2)N(C)C)OC 8-(2,3-dichlorophenyl)-N-[(4S)-3,4-dihydro-2H-1-benzopyran-4-yl]-4-(dimethylamino)-7-methoxy-1,5-naphthyridine-3-carboxamide